6-bromo-7-fluoro-1-methyl-3,1-benzoxazine-2,4-dione BrC=1C(=CC2=C(C(OC(N2C)=O)=O)C1)F